2-(pyridin-3-yl)-3,4,5,6-tetrakis(5H-pyrido[4,3-b]indol-5-yl)benzonitrile N1=CC(=CC=C1)C1=C(C#N)C(=C(C(=C1N1C2=C(C=3C=CC=CC13)C=NC=C2)N2C1=C(C=3C=CC=CC23)C=NC=C1)N1C2=C(C=3C=CC=CC13)C=NC=C2)N2C1=C(C=3C=CC=CC23)C=NC=C1